1,3-dimethyl-4-(4,4,5,5-Tetramethyl-1,3,2-dioxaborol-2-yl)-1H-pyrazole CN1N=C(C(=C1)B1OC(C(O1)(C)C)(C)C)C